CC(C)(C1=CC=CC=C1)NC([O-])=O 1-methyl-1-Phenylethylcarbamate